1-(3-Bromo-5-fluorobenzyl)-4-methylpiperazine BrC=1C=C(CN2CCN(CC2)C)C=C(C1)F